S1C=NC(C=C1)=O [1,3]Thiazin-4-one